2-((2,6-dimethylphenyl)sulfonyl)-N,N-diethyl-ethane-1-amine CC1=C(C(=CC=C1)C)S(=O)(=O)CCN(CC)CC